4-(perfluorohexenoxy)phthalic acid FC(=C(C(C(C(C(F)(F)F)(F)F)(F)F)(F)F)F)OC=1C=C(C(C(=O)O)=CC1)C(=O)O